N(=[N+]=[N-])CCC1=CC=C(C=C1)Cl 1-(2-azidoethyl)-4-chlorobenzene